[Ag].[Mg].[Co].[Si].[Ni].[Cu] copper-nickel-silicon-cobalt-magnesium-silver